CC1=NC(=CC=C1OC1=CC(=NC=C1)C(=O)N[C@@H]1C(N(C2=C(OC1)C=CC(=C2)C#CC(C)(C)O)C)=O)C (S)-4-((2,6-dimethylpyridin-3-yl)oxy)-N-(7-(3-hydroxy-3-methylbut-1-yn-1-yl)-5-methyl-4-oxo-2,3,4,5-tetrahydrobenzo[b][1,4]oxazepin-3-yl)pyridineamide